4-(2,4-dichlorophenyl)-5-methyl-2-(3-thienyl)imidazole 5-((3-methoxy-3-oxopropyl)thio)-1H-indazole-1-carboxylate COC(CCSC=1C=C2C=NN(C2=CC1)C(=O)O)=O.ClC1=C(C=CC(=C1)Cl)C=1N=C(NC1C)C1=CSC=C1